CN1CCC(CC1)CC=1SC2=C(N1)C=C(C=C2)C=2CC[C@@H](CN2)C 2-[(1-methyl-4-piperidyl)methyl]-5-[(3S)-3-methyl-2,3,4,5-tetrahydropyridin-6-yl]-1,3-benzothiazole